2-bromo-5-methylfuran BrC=1OC(=CC1)C